COC1=CC=CC=2C=3N(C(=NC12)N)N=C(C3)CC=3C=CC=C1C=CC=NC31 7-methoxy-2-(quinolin-8-ylmethyl)pyrazolo[1,5-c]quinazolin-5-amine